[Si](C1=CC=CC=C1)(C1=CC=CC=C1)(C(C)(C)C)NS(=O)(=O)CCC(=O)OC Methyl 3-[(tert-butyldiphenylsilyl)sulfamoyl]propanoate